methyl 6-aminopyrazolo[1,5-a]pyridine-3-carboxylate NC=1C=CC=2N(C1)N=CC2C(=O)OC